6-(2-(6-Methylpyridin-2-yl)-4-(((3-(trifluoromethoxy)phenyl)amino)methyl)-1H-imidazol-1-yl)imidazo[1,2-a]pyridine-3-carboxamide CC1=CC=CC(=N1)C=1N(C=C(N1)CNC1=CC(=CC=C1)OC(F)(F)F)C=1C=CC=2N(C1)C(=CN2)C(=O)N